6-chloro-3-(3-methoxy-4-((6-(4-methylpiperazin-1-yl)hexyl)oxy)benzylidene)chroman-4-one ClC=1C=C2C(C(COC2=CC1)=CC1=CC(=C(C=C1)OCCCCCCN1CCN(CC1)C)OC)=O